N1(CCC1)C[C@H](C(=O)NC(C)(C)C1=C(C(=CC=C1)F)C)C (R)-3-(azetidin-1-yl)-N-(2-(3-fluoro-2-methyl-phenyl)propan-2-yl)-2-methylpropanamide